[O-]CCC.[OH-].[Zr+2] zirconium hydroxide n-propoxide